2-(2-isopropylphenyl)-5H-pyrrolo[3,2-d]pyrimidine C(C)(C)C1=C(C=CC=C1)C=1N=CC2=C(N1)C=CN2